Cl.BrC=1C=C(C=CC1OC(C)C)C1=NC(=NO1)C1=CC=C(C2=CC=CC=C12)CN1CC(C1)C(=O)O ((4-(5-(3-bromo-4-isopropoxyphenyl)-1,2,4-oxadiazol-3-yl)naphthalen-1-yl)methyl)azetidine-3-carboxylic acid hydrochloride